1,5,7-trimethyl-4-oxo-N-(1-(2,2,2-trifluoroethyl)-1H-pyrazol-5-yl)-4,5-dihydro-1H-pyrrolo[3,2-c]pyridine-3-carboxamide CN1C=C(C=2C(N(C=C(C21)C)C)=O)C(=O)NC2=CC=NN2CC(F)(F)F